tert-butyl (cyclobutylmethyl)((3R)-1-(6-(1-(2-(6-methoxy-1-(tetrahydro-2H-pyran-2-yl)-1H-indazol-4-yl) thiazol-5-yl)ethyl)pyridin-3-yl)piperidin-3-yl)carbamate C1(CCC1)CN(C(OC(C)(C)C)=O)[C@H]1CN(CCC1)C=1C=NC(=CC1)C(C)C1=CN=C(S1)C1=C2C=NN(C2=CC(=C1)OC)C1OCCCC1